C(=C)[C@@H]1C[C@@H](CCC1)O (1R,3S)-3-VINYLCYCLOHEXANOL